C1=CC=C(C2=CC=CC=C12)C(C)(O)C=1N=CN(C1)C(C1=CC=CC=C1)(C1=CC=CC=C1)C1=CC=CC=C1 naphthalen-4-yl-1-[1-(trityl)imidazol-4-yl]ethanol